3-(((2,3-bis((5-aminopentanoyl)oxy)propoxy)(hydroxy)phosphoryl)oxy)propane-1,2-diyl ditetradecanoate dihydrochloride Cl.Cl.C(CCCCCCCCCCCCC)(=O)OCC(COP(=O)(O)OCC(COC(CCCCN)=O)OC(CCCCN)=O)OC(CCCCCCCCCCCCC)=O